[2-[(2,6-dimethylphenyl)amino]-2-oxoethyl]-N,N-diethylbenzylammonium benzoate C(C1=CC=CC=C1)(=O)[O-].CC1=C(C(=CC=C1)C)NC(C[N+](CC)(CC)CC1=CC=CC=C1)=O